FC=1C=C(C(=O)NCC2=C3N(N=C2)C=CN3C)C=CC1C(F)(F)F 3-fluoro-N-((1-methyl-1H-imidazo[1,2-b]pyrazol-7-yl)methyl)-4-(trifluoromethyl)benzamide